2-amino-3-(6-methyl-2-oxo-1,2-dihydroquinolin-3-yl)propanamide NC(C(=O)N)CC=1C(NC2=CC=C(C=C2C1)C)=O